C1(CCCC1)CNC(=O)C=1N=C(OC1)C1=CC=C(C=C1)C(F)(F)F N-(Cyclopentylmethyl)-2-(4-(trifluoromethyl)phenyl)oxazole-4-carboxamide